5-(3-fluoro-8-((1S,2S)-2-(pyridin-3-yl)cyclopropyl)imidazo[1,2-b]pyridazin-6-yl)pyrimidine-2,4(1H,3H)-dione FC1=CN=C2N1N=C(C=C2[C@@H]2[C@H](C2)C=2C=NC=CC2)C=2C(NC(NC2)=O)=O